C(C)(C)C1=C(C=CC=C1)[C@H]1N(CCN(C1)CC1=CC=C(C=C1)OC)C1CC2(C1)CCN(CC2)C(=O)OC(C)(C)C |o1:9| (R or S)-tert-butyl 2-(2-(2-isopropylphenyl)-4-(4-methoxybenzyl)piperazin-1-yl)-7-azaspiro[3.5]nonane-7-carboxylate